N,N'-methylenebis(erucamide) C(NC(CCCCCCCCCCC\C=C/CCCCCCCC)=O)NC(CCCCCCCCCCC\C=C/CCCCCCCC)=O